ClC=1C(=CC(=C(C(=O)NC2=CC(=NC=C2)N=S(=O)(C)C)C1)F)C(F)(F)F 5-chloro-N-(2-((dimethyl(oxo)-λ6-sulfaneylidene)amino)pyridin-4-yl)-2-fluoro-4-(trifluoromethyl)benzamide